CC(C)(C1=CC(=CC(=C1)OC)OC)NC(O)=O.BrC1=C(C=C(C(=N1)C)NC(C)=O)Cl N-(6-Bromo-5-chloro-2-methylpyridin-3-yl)acetamide 1-methyl-1-(3,5-dimethoxyphenyl)ethyl-carbamate